C(C)N1C(C2=CC(=CC=C2C(N1)=O)N)=O 2-ethyl-7-amino-2,3-dihydrophthalazine-1,4-dione